hexadecyl-sodium sarcosinate N(C)CC(=O)O.C(CCCCCCCCCCCCCCC)[Na]